3-(difluoromethoxy)-4-(3-methyl-4-methanesulfonyl-phenyl)-5-(oxetan-3-ylsulfonyl)-1H-indazole FC(OC1=NNC2=CC=C(C(=C12)C1=CC(=C(C=C1)S(=O)(=O)C)C)S(=O)(=O)C1COC1)F